ClC=1C=NC=C(C1[C@@H](C)OC=1C=C2C(=NN(C2=CC1OC)C1OCCCC1)C1=C(C(=NC=C1)N1CC(C1)(CNC)C)C#N)Cl [5-[(1R)-1-(3,5-dichloro-4-pyridinyl)ethoxy]-6-methoxy-1-tetrahydropyran-2-yl-indazol-3-yl]-2-[3-methyl-3-(methylaminomethyl)azetidin-1-yl]pyridine-3-carbonitrile